BrC1=C(N=CN1CC(=O)N1CCN(CC1)C(=O)OC(C)(C)C)C1=CC=C(C=C1)Cl tert-butyl 4-[2-[5-bromo-4-(4-chlorophenyl)imidazol-1-yl]acetyl]piperazine-1-carboxylate